C(C)OC(=O)[C@@H]1[C@H](CC[C@H](C1)O[Si](C)(C)C(C)(C)C)C.C[Si](OC(C)C)(OC(C)C)CC methylethyl-di(isopropoxy)silane ethyl-(1S,2S,5R)-5-((tert-butyldimethylsilyl)oxy)-2-methylcyclohexane-1-carboxylate